(S)-N-((6-(dimethylamino)-1-(4-(trifluoromethyl)phenyl)-2,3-dihydro-1H-pyrido[2,3-b][1,4]oxazin-3-yl)methyl)acetamide CN(C=1C=CC2=C(O[C@H](CN2C2=CC=C(C=C2)C(F)(F)F)CNC(C)=O)N1)C